N1[C@@H](CCCC1)C(=O)O[C@H](CCC1=CC(=C(C=C1)OC)OC)C1=CC(=CC=C1)OCCN1CCOCC1 (R)-3-(3,4-dimethoxyphenyl)-1-(3-(2-morpholinoethoxy)phenyl)propyl (S)-piperidine-2-carboxylate